(S)-5-(4-(1-((6-(3-fluoropyridin-4-yl)imidazo[2,1-b][1,3,4]thiadiazol-2-yl)oxy)ethyl)piperidin-1-yl)-3-isopropyl-1,2,4-oxadiazole FC=1C=NC=CC1C=1N=C2SC(=NN2C1)O[C@@H](C)C1CCN(CC1)C1=NC(=NO1)C(C)C